N-(3-hydroxybenzyl)-4-(1-(cyclopropanecarbonyl)indol-5-yl)-5-methylthiazole-2-carboxamide OC=1C=C(CNC(=O)C=2SC(=C(N2)C=2C=C3C=CN(C3=CC2)C(=O)C2CC2)C)C=CC1